4-(2-(6-((5-Fluoro-6-methoxypyridin-3-yl)methyl)-3,6-diazabicyclo[3.1.1]heptan-3-yl)thiazol-5-yl)-6-(2-hydroxy-2-methylpropoxy)pyrazolo[1,5-a]pyridine-3-carbonitrile FC=1C=C(C=NC1OC)CN1C2CN(CC1C2)C=2SC(=CN2)C=2C=1N(C=C(C2)OCC(C)(C)O)N=CC1C#N